C12C(C3CC(CC(C1)C3)C2)NCCNC(=O)C2=NN(C(=C2C)C2=CC=C(C=C2)Cl)C2=CC=C(C=C2)C(C)C N-(2-((1r,3r,5r,7r)-adamantan-2-ylamino)ethyl)-5-(4-chloro-phenyl)-1-(4-isopropylphenyl)-4-methyl-1H-pyrazole-3-carboxamide